CC1C(C1C)C(=O)O 2,3-dimethylcyclopropanecarboxylic acid